C1(CCCCC1)NC(C1=C(C=C(C(=C1)F)N1N=C(N(C1=O)C)C(C)C)O[C@@H](C)CC(C)C)=O N-cyclohexyl-5-fluoro-4-[4-methyl-5-oxo-3-(propan-2-yl)-4,5-dihydro-1H-1,2,4-triazol-1-yl]-2-{[(2S)-4-methylpent-2-yl]oxy}benzamide